NC1CCN(CC1)C1=CC=C(C=C1)C1=CC(=CC(=C1)OC(F)(F)F)C(=O)N[C@@H](C=1NC2=CC=CC=C2C1)C1=C(C=CC(=C1)F)O (R)-4'-(4-aminopiperidin-1-yl)-N-((5-fluoro-2-hydroxyphenyl)(1H-indol-2-yl)methyl)-5-(trifluoromethoxy)-[1,1'-biphenyl]-3-carboxamide